(1s,2r,3r,5r)-2-fluoro-3-((3-(6-methoxy-3-methyl-4-oxo-3,4-dihydroquinazolin-7-yl)-1,2,4-triazin-6-yl)(methyl)amino)-8-azabicyclo[3.2.1]octane-8-carboxylic acid tert-butyl ester C(C)(C)(C)OC(=O)N1[C@@H]2[C@@H]([C@@H](C[C@H]1CC2)N(C)C2=CN=C(N=N2)C2=C(C=C1C(N(C=NC1=C2)C)=O)OC)F